Methyl 6-(4-(tert-butyl)phenyl)pyrido[3,2-e]pyrrolo[1,2-a]pyrazine-3-carboxylate C(C)(C)(C)C1=CC=C(C=C1)C=1C=2N(C3=C(N1)C=C(C=N3)C(=O)OC)C=CC2